CC(C(=O)N[C@H]1[C@@H](CN(CC1)C)C1=CC=CC=C1)(COC1=NC=CC=C1OC(F)(F)F)C 2,2-dimethyl-N-(trans-1-methyl-3-phenylpiperidin-4-yl)-3-((3-(trifluoromethoxy)pyridin-2-yl)oxy)propanamide